((E)-2-((1R,2R,3S,4R)-2-((tert-Butyldimethylsilyl)oxy)-3-methoxy-4-(2-oxo-3,4-dihydropyrimidin-1(2H)-yl)cyclopentyl)vinyl)phosphonic acid diethyl ester C(C)OP(OCC)(=O)\C=C\[C@@H]1[C@H]([C@H]([C@@H](C1)N1C(NCC=C1)=O)OC)O[Si](C)(C)C(C)(C)C